N[C@H]1C[C@@H](OC[C@H]1OC(F)F)C(=O)N1[C@H](C2=CC=CC=C2CC1)C1=CC=C(C=C1)F ((2R,4S,5S)-4-amino-5-(difluoromethoxy)tetrahydro-2H-pyran-2-yl)((S)-1-(4-fluorophenyl)-3,4-dihydroisoquinolin-2(1H)-yl)methanone